OCCCCCC(=O)SCCNC(CCNC([C@@H](C(COP(OP(OC[C@@H]1[C@H]([C@H]([C@@H](O1)N1C=NC=2C(N)=NC=NC12)O)OP(=O)(O)O)(=O)O)(=O)O)(C)C)O)=O)=O 6-hydroxy-hexanoyl-CoA